ClC1=CC(=C2C[C@@H]([C@H](C2=C1)OC1=CC=C(C=C1)S(=O)(=O)Cl)N1CCN(CC1)C(C(F)(F)F)=O)C#N 4-([(1S,2S)-6-chloro-4-cyano-2-[4-(2,2,2-trifluoroacetyl)piperazin-1-yl]-2,3-dihydro-1H-inden-1-yl]oxy)benzene-1-sulfonyl chloride